C1NCC2=CC(=CC=C12)CNC(O[C@H]1[C@H](NC[C@@H]1O)CC1=CC=C(C=C1)C=1SC=C(C1)C(F)F)=O (2R,3S,4S)-2-(4-(4-(difluoromethyl)thiophen-2-yl)benzyl)-4-hydroxypyrrolidin-3-yl (isoindolin-5-ylmethyl)carbamate